C(C)(C)(C)OC(=O)NC1=NC2=CC(=NC=C2C=C1O[C@@H](C)C1=C(C=C2C(=N1)N(N=C2)CC(=O)OC)N2N=CC=C2)C methyl {6-[(1S)-1-({2-[(tert-butoxycarbonyl)amino]-7-methyl-1,6-naphthyridin-3-yl}oxy)ethyl]-5-(1H-pyrazol-1-yl)-1H-pyrazolo[3,4-b]pyridin-1-yl}acetate